6,7-difluoronaphthalen-1-ol FC=1C=C2C=CC=C(C2=CC1F)O